C(C=CC)(=O)OCC.[O] oxygen Ethyl but-2-enoate